B([O-])([O-])[O-].[Ca+2].CO[C@@H]1[C@H](C2=CC=CC=C2C1)NC(\C=C\C1=CC=C2C(=NNC2=C1)C)=O.B([O-])([O-])[O-].[Ca+2].[Ca+2] (E)-N-((1S,2S)-2-methoxy-2,3-dihydro-1H-inden-1-yl)-3-(3-methyl-1H-indazol-6-yl)acrylamide calcium borate salt